ClC1=C(C=C(C=C1)C1=CC=C(C(=C1)N)Cl)N 4,4'-dichloro-3,5'-diaminobiphenyl